NC1(CC(CN)=CC=C1)N 3,3-Diaminobenzylamine